NC=1C=2N(C3=CC(=CC=C3N1)C(=O)N(C1COC3=C1C=CC(=C3)C(F)(F)F)C31CC(C3)C1)C=NN2 4-amino-N-(bicyclo[1.1.1]pentan-1-yl)-N-(6-(trifluoromethyl)-2,3-dihydrobenzofuran-3-yl)-[1,2,4]triazolo[4,3-a]quinoxaline-8-carboxamide